3-(bis(3-aminopropyl)amino)propanoic acid NCCCN(CCC(=O)O)CCCN